C(C)C(COC(CCCCCN(CCCCCC)CCCCCCCCBr)=O)CCCC.BrCCCCCCCCN(CCCCCC(=O)OCC(CCCC)CC)CCCCCC 2-ethylhexyl 6-((8-bromooctyl)(hexyl)amino)hexanoate 2-Ethylhexyl-6-((8-bromooctyl)(hexyl)amino)hexanoate